O1CC(C1)N1N=CC=2C1=NC(=CN2)N2CCC1(CC(N(C1)C1=NC=C(N=C1)C(F)(F)F)=O)CC2 8-(1-(oxetan-3-yl)-1H-pyrazolo[3,4-b]pyrazin-6-yl)-2-(5-(trifluoromethyl)pyrazin-2-yl)-2,8-diazaspiro[4.5]decan-3-one